N[C@@H]1[C@H](CCCCCC1)C1=C(C2=NC(=CC(=C2S1)NCC=1SC=CC1)Cl)C 2-((1S,2S)-2-aminocyclooctyl)-5-chloro-3-methyl-N-(thiophen-2-ylmethyl)thieno[3,2-b]pyridin-7-amine